aspartic acid (tert-butyl)-tert-butyl ester C(C)(C)(C)CC(C)(C)OC([C@@H](N)CC(=O)O)=O